ClC1=C(C#N)C=CC(=C1)N1CC2(CC1C)CCN(CC2)C2=CC=C(C=C2)C(=O)N2CCC(CC2)CN2CCC(CC2)C2=CC=C(C=C2)NC2C(NC(CC2)=O)=O 2-Chloro-4-(8-(4-(4-((4-(4-((2,6-dioxopiperidin-3-yl)amino)phenyl)piperidin-1-yl)methyl)piperidine-1-carbonyl)phenyl)-3-methyl-2,8-diaza-spiro[4.5]decan-2-yl)-benzonitrile